1-(4-bromophenyl)hexahydropyrimidin-2-one BrC1=CC=C(C=C1)N1C(NCCC1)=O